C1(CCCCCC1)CNC(=O)C1=CC2=C(NC(=N2)C2COC3=C2C=CC=C3)C=C1 N-(Cycloheptylmethyl)-2-(2,3-dihydrobenzofuran-3-yl)-1H-benzimidazole-5-carboxamide